(S)-N-(1-(4-chlorophenyl)-2-(4-methylpiperazin-1-yl)ethyl)-4-(4-(trifluoromethyl)phenoxy)benzenesulfonamide ClC1=CC=C(C=C1)[C@@H](CN1CCN(CC1)C)NS(=O)(=O)C1=CC=C(C=C1)OC1=CC=C(C=C1)C(F)(F)F